C1(CCCCC1)N[C@@H](C(=O)N1[C@@H](CN(CC1)C(=O)OC1=C(C=CC=C1)Cl)C(NCC=1SC=CC1)=O)C1CCN(CC1)C(CC)=O 2-chlorophenyl (3S)-4-[(2R)-2-(cyclohexylamino)-2-(1-propanoylpiperidin-4-yl)acetyl]-3-[(thiophen-2-ylmethyl)carbamoyl]piperazine-1-carboxylate